ethyl 1-(5-fluoro-2-methoxyphenyl)-1H-imidazole-5-carboxylate FC=1C=CC(=C(C1)N1C=NC=C1C(=O)OCC)OC